7-[(3R)-3,4-dimethylpiperazin-1-yl]-2-(4-ethyl-6-methylpyrazolo[1,5-a]pyrazin-2-yl)-9-methyl-4H-pyrido[1,2-a]pyrimidin-4-one C[C@@H]1CN(CCN1C)C=1C=C(C=2N(C(C=C(N2)C2=NN3C(C(=NC(=C3)C)CC)=C2)=O)C1)C